CC1=C(C=CC(=C1)C)C1=NC(=NC(=N1)C1=C(C=C(C=C1)C)C)C1=C(C=C(C=C1)OCCCCCCCC)O 2-[4,6-bis(2,4-dimethylphenyl)-1,3,5-triazin-2-yl]5-(octyloxy)phenol